CC1CN(CC(C1)C)S(=O)(=O)C1=CC=C(C=C1)C1=CNC=2N=C(N=C(C21)OCCOC)NC2=CC=C(C=C2)CN2CCN(CC2)C 5-(4-((3,5-dimethylpiperidin-1-yl)sulfonyl)phenyl)-4-(2-methoxyethoxy)-N-(4-((4-methylpiperazin-1-yl)methyl)phenyl)-7H-pyrrolo[2,3-d]pyrimidin-2-amine